C(C1=CC=CC=C1)SC=1C=C2C=CC(N(C2=CC1F)C1=C(C=C(C(=C1)F)Br)OC)=O 6-(benzylsulfanyl)-1-(4-bromo-5-fluoro-2-methoxyphenyl)-7-fluoroquinolin-2(1H)-one